FC1=CC(=C(C=C1)C1CNCC1)OCOC 3-(4-fluoro-2-(methoxymethoxy)phenyl)pyrrolidine